O.NC1=CC(=C(C(=O)N[C@@H]2[C@@H](CN(CC2)CCCOC2=CC=C(C=C2)F)OC)C=C1Cl)OC |r| (+-)-cis-4-amino-5-chloro-N-[1-[3-(4-fluorophenoxy)propyl]-3-methoxy-4-piperidinyl]-2-methoxybenzamide monohydrate